C1(=CC=C(C=C1)N(C1=CC=C(C=C1)N(C1=CC=CC=C1)C1=CC=CC=C1)C1=CC=C(C=C1)C1(CC(C2=CC=C(C=C12)N(C1=CC=C(C=C1)N(C1=CC=CC=C1)C1=CC=CC=C1)C1=CC=C(C=C1)C1=CC=CC=C1)(C)C)C)C1=CC=CC=C1 N1-([1,1'-biphenyl]-4-yl)-N1-(4-(6-([1,1'-biphenyl]-4-yl-(4-(diphenylamino)phenyl)amino)-1,3,3-trimethyl-2,3-dihydro-1H-inden-1-yl)phenyl)-N4,N4-diphenylbenzene-1,4-diamine